N-(3-(4-aminophenyl)-1-methyl-1H-pyrazol-5-yl)-2-fluorobenzamide NC1=CC=C(C=C1)C1=NN(C(=C1)NC(C1=C(C=CC=C1)F)=O)C